4-amino-4'-chloro-5-((3-sulfamoylphenyl)thio)-[1,1'-biphenyl]-3-carboxamide NC1=C(C=C(C=C1SC1=CC(=CC=C1)S(N)(=O)=O)C1=CC=C(C=C1)Cl)C(=O)N